2-chloro-N-[4-chloro-3-(dimethylsulfamoyl)phenyl]acetamide ClCC(=O)NC1=CC(=C(C=C1)Cl)S(N(C)C)(=O)=O